4-(5-(4-amino-4-methylpiperidin-1-yl)pyrazin-2-yl)-6-methoxypyrazolo[1,5-a]pyridine-3-carbonitrile bis(2,2,2-trifluoroacetate) FC(C(=O)O)(F)F.FC(C(=O)O)(F)F.NC1(CCN(CC1)C=1N=CC(=NC1)C=1C=2N(C=C(C1)OC)N=CC2C#N)C